C(CC(C)CCC=C(C)C)C(=O)C=O citronellyl-glyoxal